ClC1=CC2=C(N=C(N=C2N2CCN(CC2)C(C=C)=O)OC[C@H]2N(CCC2)C)C(=N1)OC1=C2C=NNC2=CC=C1C 1-[4-(6-chloro-8-[(5-methyl-1H-indazol-4-yl)oxy]-2-{[(2S)-1-methylpyrrolidin-2-yl]methoxy}pyrido[3,4-d]pyrimidin-4-yl)piperazin-1-yl]prop-2-en-1-one